N1CC(C1)OC1=NC(=NC=C1C(F)(F)F)N 4-(azetidin-3-yloxy)-5-(trifluoromethyl)pyrimidin-2-amine